ClC=1C=CC=C2N(C(C(=NC12)C(=O)C1C(CCCC1=O)=O)=O)C1=CC=C(C=C1)OC 2-[8-chloro-3,4-dihydro-4-(4-methoxyphenyl)-3-oxoquinoxalin-2-ylcarbonyl]cyclohexane-1,3-dione